benzyl (R)-4-(5-(4,4-dimethyl-3-oxopent-1-en-1-yl)furan-2-yl)-2-methyl-3-oxopiperazine-1-carboxylate CC(C(C=CC1=CC=C(O1)N1C([C@H](N(CC1)C(=O)OCC1=CC=CC=C1)C)=O)=O)(C)C